C=1N=CN2C1C(=CC=C2)CO imidazo[1,5-a]pyridin-8-yl-methanol